N1C=CC2=CC(=CC=C12)S(=O)(=O)N1C=C(C=C1)C(=O)NC1=CC(=CC(=C1)C)F 1-((1H-indol-5-yl)sulfonyl)-N-(3-fluoro-5-methylphenyl)-1H-pyrrole-3-carboxamide